trans-5-(2-(3-(Cyclopropylmethoxy)-4,5-difluorophenyl)cyclopropyl)-2,2'-bipyrimidine C1(CC1)COC=1C=C(C=C(C1F)F)[C@H]1[C@@H](C1)C=1C=NC(=NC1)C1=NC=CC=N1